NC1=NC2=C(C=3N1N=C(N3)C=3OC=CC3)C=NN2C(C(=O)O)(C)C=2C=C(C=CC2)C 2-(5-amino-2-(furan-2-yl)-7H-pyrazolo[4,3-e][1,2,4]triazolo[1,5-c]pyrimidin-7-yl)-2-(m-tolyl)propionic acid